C1CC12OCC(C2)OC2=CC=1N(C=C2)C=C(N1)C(C)(C)C 7-((4-oxaspiro[2.4]heptan-6-yl)oxy)-2-(tert-butyl)imidazo[1,2-a]pyridine